racemic-cyclohexylphenyl-glycolic acid C1(CCCCC1)[C@@](C(=O)O)(O)C1=CC=CC=C1 |r|